(R)-1-(2-((2-(1-(cyclopropylsulfonyl)-1H-pyrazol-4-yl)pyrimidin-4-yl)amino)-5-((1-methyl-1H-pyrazol-4-yl)ethynyl)pyridin-4-yl)pyrrolidin-3-ol C1(CC1)S(=O)(=O)N1N=CC(=C1)C1=NC=CC(=N1)NC1=NC=C(C(=C1)N1C[C@@H](CC1)O)C#CC=1C=NN(C1)C